COC1=C(C=CC(=C1)C)OC(CC1=CC=C(C=C1)CC)=O 2-(4-ethylphenyl)acetic acid 2-methoxy-4-methylphenyl ester